OCCCCN1C=2N=C(NC(C2N=C1)=O)N 9-(4-hydroxybutyl)guanine